NC1=NC(=CC(=N1)NC1=CC(=CC=C1)OC)NC 2-amino-4-(3-methoxyanilino)-6-methylaminopyrimidine